Methyl 5',5',8',8'-tetramethyl-6-((trifluoromethylsulfonyl)oxy)-5',6',7',8'-tetrahydro-[2,2'-binaphthalene]-7-carboxylate CC1(C=2C=CC(=CC2C(CC1)(C)C)C1=CC2=CC(=C(C=C2C=C1)OS(=O)(=O)C(F)(F)F)C(=O)OC)C